CC1(NC(CC(C1)NCCCCCCNC1CC(NC(C1)(C)C)(C)C)(C)C)C N,N'-bis[2,2,6,6-tetramethyl-4-piperidyl]hexamethylendiamine